C(C(C)C)N1C[C@H](CCC1)C(=O)NC=1N=CC2=CC=C(C=C2C1)C=1C=NN(C1)C (S)-1-isobutyl-N-(6-(1-methyl-1H-pyrazol-4-yl)isoquinolin-3-yl)piperidine-3-carboxamide